ClC=1C=C(C2=C(NC(C(O2)C)=O)C1)C(=O)NC1CN2CCC1CC2 6-chloro-3,4-dihydro-2-methyl-3-oxo-N-(3-quinuclidinyl)-2H-1,4-benzoxazine-8-carboxamide